Cl.C(C1=CC=CC=C1)OC1=C(NCCNN)C=CC=C1OCC1=CC=CC=C1 2,3-bis(benzyloxy)-N-(2-hydrazinoethyl)aniline hydrochloride